C1(CCCC1)CC(=O)NC1=C(C=C(C=C1C)C)C1=CC=CC=C1 2-Cyclopentyl-N-(3,5-dimethyl-biphenyl-2-yl)-acetamide